ClC=1C(=C2C(=NC1C)CN(C2)C(CC2CN(C2)C2=CC(=NC=C2)C(F)(F)F)=O)C 1-(3-Chloro-2,4-dimethyl-5,7-dihydro-6H-pyrrolo[3,4-b]pyridin-6-yl)-2-(1-(2-(trifluoromethyl)pyridin-4-yl)azetidin-3-yl)ethan-1-one